NC1=NC=2C=CC(=CC2C2=C1COC2)C(=O)N(C)CC2=NC=C(C=C2)C=2CCOCC2 4-amino-N-((5-(3,6-dihydro-2H-pyran-4-yl)-2-pyridinyl)methyl)-N-methyl-1,3-dihydrofuro[3,4-c]quinoline-8-carboxamide